C(C=C)(=O)OCCCCCCCCCCCCCCCCCC stearyl acrylate